CC1=CC=CC(=N1)C1=C(N=CN1)C=1C=C2C=C(C=NC2=CC1)N1C[C@H](CC1)C(=O)OCC1CNC1 azetidin-3-ylmethyl (S)-1-(6-(5-(6-methylpyridin-2-yl)-1H-imidazol-4-yl)quinolin-3-yl)pyrrolidine-3-carboxylate